C(CC1=C(C(=CC(=C1)C(C)(C)C)C(C)(C)C)O)C1=C(C(=CC(=C1)C(C)(C)C)C(C)(C)C)O ethylenebis(4,6-di-tert-butyl-phenol)